CN1CCN(CC1)C1=CC=C(C=N1)C=1C=C2C(=NC1)NC=C2C=2C=C1N(CCNC1=O)C2 7-(5-(6-(4-methylpiperazin-1-yl)pyridin-3-yl)-1H-pyrrolo[2,3-b]pyridin-3-yl)-3,4-dihydropyrrolo[1,2-a]pyrazin-1(2H)-one